Maleimidoethyl 3-(guanylmethyl)-5-[131I]iodobenzoate C(N)(=N)CC=1C=C(C(=O)OCCN2C(C=CC2=O)=O)C=C(C1)[131I]